FC=1N=C(SC1C=O)CC(=O)N (4-fluoro-5-formyl-thiazol-2-yl)acetamide